Cl.[Li] lithium, hydrochloride